CC(C(=O)C1=CC=C(C=C1)S(=O)(=O)C)(C)OC(COC(COC(COC(C)=O)=O)=O)=O methyl-1-[4-(methylsulfonyl)phenyl]-2-(2-acetoxyacetoxyacetoxy-acetoxy)-1-propanone